2-Hydroxy-4-(4-methoxyphenyl)-1H-phenalen-1-one OC=1C(C=2C=CC=C3C=CC(=C(C1)C23)C2=CC=C(C=C2)OC)=O